(1S,2S,4R)-4-((4-(2-hydroxy-4-(trifluoromethyl)phenyl)phthalazin-1-yl)amino)cyclohexane-1,2-diol OC1=C(C=CC(=C1)C(F)(F)F)C1=NN=C(C2=CC=CC=C12)N[C@H]1C[C@@H]([C@H](CC1)O)O